C(C)(=O)NC1=NC=CC(=C1)OC1=C(C=C(C=C1)C=1N(C=C(N1)C(=O)N)C1=C(C=CC=C1)F)F (4-{[2-(acetylamino)pyridin-4-yl]oxy}-3-fluorophenyl)-1-(2-fluorophenyl)-1H-imidazole-4-carboxamide